Racemic-prolyl-isoleucyl-glycine N1[C@@H](CCC1)C(=O)N[C@@H]([C@@H](C)CC)C(=O)NCC(=O)O |r|